2-[di(t-butyl)phosphino]-1,1'-biphenyl C(C)(C)(C)P(C1=C(C=CC=C1)C1=CC=CC=C1)C(C)(C)C